N1C=CC2=CC=CC(=C12)CC(=O)O indole-7-acetic acid